CN1C(C(=C(C2=CC=CC=C12)N1CCC(CC1)OC1=CC=C(C=C1)OC(F)(F)F)C(=O)N)=O 1-methyl-2-oxo-4-{4-[4-(trifluoromethoxy)phenoxy]piperidin-1-yl}-1,2-dihydroquinoline-3-carboxamide